FC(C1=NN(C(=N1)C)C1=NC(=NC=C1F)N1CCN(CC1)C(=O)N1N=CC[C@H]1C=1C=C(C#N)C=C(C1)F)F (S)-3-(1-(4-(4-(3-(difluoromethyl)-5-methyl-1H-1,2,4-triazol-1-yl)-5-fluoropyrimidin-2-yl)piperazine-1-carbonyl)-4,5-dihydro-1H-pyrazol-5-yl)-5-fluorobenzonitrile